N1C=C(C2=CC=CC=C12)CC=1NC(=NN1)[C@H]1N([C@@H]2CC[C@H]1C2)C(=O)NCC=2C=NC1=CC=CC=C1C2 (1R,3S,4S)-3-(5-((1H-indol-3-yl)methyl)-4H-1,2,4-triazol-3-yl)-N-(Quinolin-3-ylmethyl)-2-azabicyclo[2.2.1]heptane-2-carboxamide